N-(6-(4-chlorophenyl)thiazolo[4,5-b]pyrazin-2-yl)-6-cyano-4-(2-ethynylphenyl)pyridine ClC1=CC=C(C=C1)C=1N=C2C(=NC1)N=C(S2)N2CC=C(C=C2C#N)C2=C(C=CC=C2)C#C